BrNS([O-])(=O)=O Bromosulfamat